isoeicosanoic acid C(CCCCCCCCCCCCCCCCC(C)C)(=O)O